(S)-4-amino-7-fluoro-N-methyl-N-(6-(thiazol-4-yl)-2,3-dihydrobenzofuran-3-yl)imidazo[1,5-a]quinoxaline-8-carboxamide NC=1C=2N(C3=CC(=C(C=C3N1)F)C(=O)N([C@@H]1COC3=C1C=CC(=C3)C=3N=CSC3)C)C=NC2